2-amino-6-(1-methylpiperidin-4-yl)-pyridine NC1=NC(=CC=C1)C1CCN(CC1)C